2'-chloro-N-(5-((5-(hydroxymethyl)-1,4-dioxan-2-yl)methoxy)-1,3,4-thiadiazol-2-yl)-5'-methoxy-6-methyl-(4,4'-bipyridine)-3-carboxamide ClC1=NC=C(C(=C1)C1=C(C=NC(=C1)C)C(=O)NC=1SC(=NN1)OCC1OCC(OC1)CO)OC